CN1C[C@H](N(CC1)C(=O)C1=C(C=C(C=C1)NC(=O)C1CC1)N1C[C@@H](CC1)C)C1=CC=CC=C1 |o1:3,23| (2R,3R) or (2S,3S)-N-[4-(4-methyl-2-phenylpiperazine-1-carbonyl)-3-(3-methylpyrrolidin-1-yl)phenyl]cyclopropanecarboxamide